N-3-nitrophenylitaconimide [N+](=O)([O-])C=1C=C(C=CC1)N1C(C(=C)CC1=O)=O